((6-(2-chloro-5-fluoro-6-propyl-7H-pyrrolo[2,3-d]pyrimidin-7-yl)pyridin-2-yl)imino)dimethyl-λ6-sulfanone ClC=1N=CC2=C(N1)N(C(=C2F)CCC)C2=CC=CC(=N2)N=S(=O)(C)C